FC(C1=NC=CC(=C1)OC1=C(C=C(C=O)C=C1)F)F 4-((2-(difluoromethyl)pyridin-4-yl)oxy)-3-fluorobenzaldehyde